4-(8-nitroquinolin-5-yl)morpholine [N+](=O)([O-])C=1C=CC(=C2C=CC=NC12)N1CCOCC1